N-(2-(2-amino-6-cyclopropylamino-9H-purin-9-yl)ethyl)-1-methyl-5-propyl-1H-pyrazole-3-carboxamide NC1=NC(=C2N=CN(C2=N1)CCNC(=O)C1=NN(C(=C1)CCC)C)NC1CC1